(2R,4R)-4-((1-Acetylpyrrolidin-3-yl)(methyl)amino)-1-(3-cyano-4,6-dimethylpyridin-2-yl)-N-ethyl-N-(m-tolyl)pyrrolidin-2-carboxamid C(C)(=O)N1CC(CC1)N([C@@H]1C[C@@H](N(C1)C1=NC(=CC(=C1C#N)C)C)C(=O)N(C=1C=C(C=CC1)C)CC)C